OC(=O)C(F)(F)F.CC1=C2C(=NC(=C1)CCC1=CC=C(C=C1)C(F)(F)F)C(=CN2)N 7-methyl-5-(4-(trifluoromethyl)phenethyl)-1H-pyrrolo[3,2-b]pyridin-3-amine TFA salt